(S)-1-(1-but-2-ynoylpiperidin-3-yl)-3-(3,5-dimethoxyphenylethynyl)-4-amino-7-hydroxy-1H-pyrrolo[2,3-d]pyridazine C(C#CC)(=O)N1C[C@H](CCC1)N1C=C(C=2C1=C(N=NC2N)O)C#CC2=CC(=CC(=C2)OC)OC